Barium-Aluminium [Al].[Ba]